C(C)OC(NC=1SC2=C(C1C#N)C(=CC=C2)Br)=O N-(4-bromo-3-cyano-benzothien-2-yl)carbamic acid ethyl ester